C(#N)C[C@@H](C1=CC=C(C=C1)S(=O)(=O)CC)NC(C1=CC=C(C=C1)N1[C@@H](C[C@@H](C1)OC1=CC=C(C=C1)C(F)(F)F)COC(F)F)=O N-((S)-2-cyano-1-(4-(ethylsulfonyl)phenyl)ethyl)-4-((2S,4S)-2-((difluoromethoxy)methyl)-4-(4-(trifluoromethyl)phenoxy)pyrrolidin-1-yl)benzamide